(2R,3R,5R)-N-(3-carbamoyl-4-fluoro-phenyl)-3-(3,4-difluoro-2-methoxy-phenyl)-5-methyl-5-(trifluoromethyl)tetrahydrofuran-2-carboxamide C(N)(=O)C=1C=C(C=CC1F)NC(=O)[C@@H]1O[C@](C[C@@H]1C1=C(C(=C(C=C1)F)F)OC)(C(F)(F)F)C